4-chloro-1-(6-nitrobenzo[d][1,3]dioxol-5-yl)butanone ClCCC(CC1=CC2=C(OCO2)C=C1[N+](=O)[O-])=O